(S)-1-(oxetan-2-ylmethyl)-2-((4-(6-(pyrazolo[1,5-a]pyridin-4-ylmethoxy)pyridine-2-yl)piperidin-1-yl)methyl)-1H-benzo[d]imidazole-6-carboxylic acid O1[C@@H](CC1)CN1C(=NC2=C1C=C(C=C2)C(=O)O)CN2CCC(CC2)C2=NC(=CC=C2)OCC=2C=1N(C=CC2)N=CC1